methyl 5-((azetidin-3-yloxy)methyl)-2-(1-(4-chlorophenyl)-1H-pyrazole-4-sulfonamido)benzoate N1CC(C1)OCC=1C=CC(=C(C(=O)OC)C1)NS(=O)(=O)C=1C=NN(C1)C1=CC=C(C=C1)Cl